C(=O)(OC(C)(C)C)N1CCNCC1 1-BOC-piperazine